C(C)(C)(C)OC(=O)N1C(CC2=CC=C(C=C12)OC)C(=O)O 1-(tert-Butoxycarbonyl)-6-methoxy-2,3-dihydroindole-2-carboxylic acid